FC1C(C1)N1C(C(=CC=C1)NC(=O)C=1C(=NC=2N(C1)C=C(N2)[C@@]21CO[C@@](C2)(C1)COC)OC(C)C)=O (rac)-Cis-N-(1-(2-fluorocyclopropyl)-2-oxo-1,2-dihydropyridin-3-yl)-7-isopropoxy-2-(1-(methoxymethyl)-2-oxabicyclo[2.1.1]hexan-4-yl)imidazo[1,2-a]pyrimidine-6-carboxamide